tert-butyl rac-(3S,4S,5S)-3-(((benzyloxy)carbonyl)amino)-5-fluoro-4-hydroxypiperidine-1-carboxylate C(C1=CC=CC=C1)OC(=O)N[C@H]1CN(C[C@@H]([C@H]1O)F)C(=O)OC(C)(C)C |r|